(E)-3-(2-(4-(2-(1-(4-(1-(4-hydroxyphenyl)-2-phenylbut-1-en-1-yl)phenyl)piperidin-4-yl)ethyl)piperazin-1-yl)-5-oxo-5,7-dihydro-6H-pyrrolo[3,4-b]pyridin-6-yl)piperidine-2,6-dione OC1=CC=C(C=C1)\C(=C(/CC)\C1=CC=CC=C1)\C1=CC=C(C=C1)N1CCC(CC1)CCN1CCN(CC1)C1=CC=C2C(=N1)CN(C2=O)C2C(NC(CC2)=O)=O